niobium disilicide [Si]=[Nb]=[Si]